C(CCC)OC(N[C@H](C(=O)N1[C@@H](C[C@H](C1)O)C(N[C@@H](CO)C1=CC=C(C=C1)C1=C(N=CS1)C)=O)C(C)(C)C)=O butyl-N-[(2S)-1-[(2S,4R)-4-hydroxy-2-{[(1R)-2-hydroxy-1-[4-(4-methyl-1,3-thiazol-5-yl)phenyl] ethyl] carbamoyl} pyrrolidin-1-yl]-3,3-dimethyl-1-oxobutan-2-yl]carbamate